Benzyl (4-(hydroxymethyl)bicyclo[2.2.2]octan-1-yl)carbamate OCC12CCC(CC1)(CC2)NC(OCC2=CC=CC=C2)=O